ClC1=CC2=C(OC(S(N2)(=O)=O)CCCCl)C=C1 7-Chloro-3-(3-chloropropyl)-1H-4,2,1-benzoxathiazin-2,2-dioxid